N-[2-(benzoyloxy)phenyl]-N'-phenylurea C(C1=CC=CC=C1)(=O)OC1=C(C=CC=C1)NC(=O)NC1=CC=CC=C1